ClC1=CC=C(C=C1)C1=C(C(=NN1)C(F)(F)F)C#N 5-(4-chlorophenyl)-3-(trifluoromethyl)-1H-pyrazole-4-carbonitrile